NC1=NC=C(C2=C1C(=C(N2C)C2=C(C=C(C=C2)NC(C(=C)C)=O)F)C2=CC(=C(C=C2)OC2=NC=C(C=N2)F)F)C#N N-(4-(4-amino-7-cyano-3-(3-fluoro-4-((5-fluoropyrimidin-2-yl)oxy)phenyl)-1-methyl-1H-pyrrolo[3,2-c]pyridin-2-yl)-3-fluorophenyl)methacrylamide